C(C=C)(=O)N[C@H]1CN(C[C@H]1NC=1N=CC2=C(N1)C(=NC(=C2)C2=C(C(=CC(=C2Cl)OC)OC)Cl)NC2COCC2)C(=O)NC (3S,4R)-3-acrylamido-4-((6-(2,6-di-chloro-3,5-dimethoxyphenyl)-8-((tetra-hydrofuran-3-yl)amino)pyrido[3,4-d]pyrimidin-2-yl)amino)-N-methyl-pyrrolidine-1-carboxamide